ClC1=C(NC2=CC(=C(C=C12)Cl)C1=NC=C(N=C1)OC)CNC(C)=O N-((3,5-dichloro-6-(5-methoxypyrazin-2-yl)-1H-indol-2-yl)methyl)acetamide